FC(CN1CC(N(CC1)CC1=C2C=CN(C2=C(C=C1OC)C)C(=O)[O-])C1=CC(=C(C=C1)C(=O)OC)N1C(CCCC1)=O)F 4-((4-(2,2-difluoroethyl)-2-(4-(methoxycarbonyl)-3-(2-oxopiperidin-1-yl)phenyl)piperazin-1-yl)methyl)-5-methoxy-7-methyl-1H-indole-1-carboxylate